oxazolamide O1C(=NC=C1)C(=O)N